C(C)NC(=O)N1[C@H]([C@H](CCC1)NS(=O)(=O)C)CO[C@@H]1CC[C@@H](CC1)C1=CC=CC=C1 (2R,3S)-N-Ethyl-3-((methanesulfonyl)amino)-2-(((cis-4-phenylcyclohexyl)oxy)methyl)piperidine-1-carboxamide